lead copper-tin [Sn].[Cu].[Pb]